3-(5-(6-((diethylamino)methyl)pyridazin-3-yl)-1-oxoisoindolin-2-yl)piperidine-2,6-dione C(C)N(CC)CC1=CC=C(N=N1)C=1C=C2CN(C(C2=CC1)=O)C1C(NC(CC1)=O)=O